N-(3-(4'-(2-(3-fluorooxetan-3-yl)ethoxy)-4,5,5',6'-tetrahydro-2H-spiro[furan-3,8'-pyrano[3,4-b]pyridin]-2'-yl)-1-methyl-1H-pyrrolo[2,3-c]pyridin-5-yl)acetamide FC1(COC1)CCOC1=C2C(=NC(=C1)C1=CN(C3=CN=C(C=C31)NC(C)=O)C)C3(OCC2)COCC3